2,3-dichloro-4-hydroxybenzaldehyde ClC1=C(C=O)C=CC(=C1Cl)O